DIOXAZOLINE C1C=NOO1